N-(m-tolyl)glycine C1(=CC(=CC=C1)NCC(=O)O)C